(R)-5-(1-amino-2-hydroxyethyl)thiophene-3-carboximidamide hydrochloride Cl.N[C@H](CO)C1=CC(=CS1)C(N)=N